C1(CC1)CN1C(=CC2=CC=CC(=C12)OC[C@@H](C)N1C=NC(=C1)F)C(=O)OCC ethyl (R)-1-(cyclopropylmethyl)-7-(2-(4-fluoro-1H-imidazol-1-yl)propoxy)-1H-indole-2-carboxylate